ClC1=CC=C(CN2C(=NN=C2C)C=2C=C3C(=NC2)NN=C3C)C=C1 5-(4-(4-chlorobenzyl)-5-methyl-4H-1,2,4-triazol-3-yl)-3-methyl-1H-pyrazolo[3,4-b]pyridine